6-[4-(fluoromethyl)phenyl]-N-(2-hydroxy-2-methylpropyl)-3-oxo-2-(pyridin-3-yl)-2,3-dihydropyridazine-4-carboxamide FCC1=CC=C(C=C1)C=1C=C(C(N(N1)C=1C=NC=CC1)=O)C(=O)NCC(C)(C)O